Methyl 2-(7-(1-acetylpiperidin-4-yl)-1-(cyclopropylmethyl)-1H-indol-2-yl)-4-fluoro-3-methylpyrazolo[1,5-a]pyridine-6-carboxylate C(C)(=O)N1CCC(CC1)C=1C=CC=C2C=C(N(C12)CC1CC1)C1=NN2C(C(=CC(=C2)C(=O)OC)F)=C1C